(4-aminophenyl)-5-aminobenzimidazole NC1=CC=C(C=C1)C=1NC2=C(N1)C=CC(=C2)N